C1(CC1)C1=CC=C(C=N1)C=1C=NC=2CCN(CC2C1)C1=C(C=C(C=N1)C#N)C 6-[3-(6-cyclopropyl-3-pyridyl)-7,8-dihydro-5H-1,6-naphthyridin-6-yl]-5-methyl-pyridine-3-carbonitrile